ClC1=C(C=C(C(=C1)F)N1C(N(C(=CC1=O)C(F)(F)F)C)=O)C1=NOC2(C1CCC2)C(=O)OCC Ethyl 3-{2-chloro-4-fluoro-5-[3-methyl-2,6-dioxo-4-(trifluoromethyl)-3,6-dihydropyrimidin-1(2H)-yl]phenyl}-3a,4,5,6-tetrahydro-6aH-cyclopenta[d][1,2]oxazol-6a-carboxylate